COC1=C(C=CC=C1)C1=C(C(=O)NC=2SC(=NN2)OC2CCNCC2)C=CN=C1 3-(2-methoxyphenyl)-N-(5-(piperidin-4-yloxy)-1,3,4-thiadiazol-2-yl)isonicotinamide